2-Hydrazino-5-(1H-pyrazol-1-yl)pyridine N(N)C1=NC=C(C=C1)N1N=CC=C1